Cl.Cl.FC1(CC(C1)(N)C=1N=NN(C1)C)F 3,3-difluoro-1-(1-methyl-1H-1,2,3-triazol-4-yl)cyclobutan-1-amine bis(hydrochloride)